tert-Butyl (3-amino-4-bromophenyl)carbamate NC=1C=C(C=CC1Br)NC(OC(C)(C)C)=O